1-(2-ethyl-4-(1-(((4-(6-fluoropyridin-3-yl)benzyl)oxy)imino)ethyl)benzyl)pyrrolidine-3-carboxylic acid C(C)C1=C(CN2CC(CC2)C(=O)O)C=CC(=C1)C(C)=NOCC1=CC=C(C=C1)C=1C=NC(=CC1)F